N=C1OC=C(N1CC1=CC=CC=2NC(=NC21)NC(CO)(C)C2=CC(=CC=C2)C(F)(F)F)C 2-({4-[(2-imino-4-methyl-2,3-dihydro-1,3-oxazol-3-yl)methyl]-1H-1,3-benzodiazol-2-yl}amino)-2-[3-(trifluoromethyl)phenyl]propan-1-ol